(S)-N-((S)-1-(4-cyclopropylthiazol-2-yl)ethyl)-2-methylpropane-2-sulfinamide C1(CC1)C=1N=C(SC1)[C@H](C)N[S@@](=O)C(C)(C)C